OC(CCCC(C)C1OC(OC1)=O)(C)C 4-(6-hydroxy-6-methylheptane-2-yl)-1,3-dioxolane-2-one